4-[8-[4-[2-(dimethylamino)ethyl-methyl-amino]phenyl]-2-methylsulfanyl-7-oxo-pyrido[2,3-d]pyrimidin-6-yl]-8-methyl-2,3-dihydroquinoxaline-1-carboxylic acid benzyl ester C(C1=CC=CC=C1)OC(=O)N1CCN(C2=CC=CC(=C12)C)C1=CC2=C(N=C(N=C2)SC)N(C1=O)C1=CC=C(C=C1)N(C)CCN(C)C